BrC1=CC2=C(N(C=N2)C=2C=C3C=CN=CC3=CC2)C=C1 6-(5-bromo-1H-benzo[d]imidazol-1-yl)isoquinoline